((3R,5S)-5-fluoro-piperidin-3-yl)-carbamic acid tert-butyl ester C(C)(C)(C)OC(N[C@H]1CNC[C@H](C1)F)=O